[O-]P([O-])OP([O-])O.OP(O)OP(O)O.[Al+3] aluminum diphosphite diphosphite